ClC1=CC(=C(C=C1)C1=NN=C(S1)N(C1C[C@H]2CCC[C@@H](C1)N2C(=O)OC(C)(C)C)C)OCOC tert-butyl (1R,3s,5S)-3-((5-(4-chloro-2-(methoxymethoxy)phenyl)-1,3,4-thiadiazol-2-yl)(methyl)amino)-9-azabicyclo[3.3.1]nonane-9-carboxylate